sebacoylcoa C(CCCCCCCCC(=O)O)(=O)SCCNC(CCNC([C@@H](C(COP(OP(OC[C@@H]1[C@H]([C@H]([C@@H](O1)N1C=NC=2C(N)=NC=NC12)O)OP(=O)(O)O)(=O)O)(=O)O)(C)C)O)=O)=O